6-bromospiro[chroman-3,1'-cyclopentane] BrC=1C=C2CC3(CCCC3)COC2=CC1